3-(4-(3-aminoazetidin-1-yl)phenyl)piperidine-2,6-dione NC1CN(C1)C1=CC=C(C=C1)C1C(NC(CC1)=O)=O